BrC1=CC(=C(OC=2C=CC(=C(C2)S(=O)(=O)N(C)CCC(C)O[Si](C)(C)C(C)(C)C)OC)C(=C1)Cl)Cl 5-(4-bromo-2,6-dichloro-phenoxy)-N-[3-[tert-butyl-(dimethyl)silyl]oxybutyl]-2-methoxy-N-methyl-benzenesulfonamide